ClC1=NC(=CC(=C1)C(C=1CCN(CC1)C)(F)F)Cl 2,6-Dichloro-4-[difluoro-(1-methyl-3,6-dihydro-2H-pyridin-4-yl)methyl]pyridine